4,4,4-trifluoro-N-methylbutane-1-sulfonamide FC(CCCS(=O)(=O)NC)(F)F